3-cyclopropyl-4-(5-((2-(5-fluoroindolin-1-yl)-2-oxoethyl)thio)-1H-tetrazol-1-yl)benzoic acid C1(CC1)C=1C=C(C(=O)O)C=CC1N1N=NN=C1SCC(=O)N1CCC2=CC(=CC=C12)F